N1C=CC2=CC(=CC=C12)C=1C=CC=C2C(C=C(OC12)N1CCOCC1)=O 8-(1H-indol-5-yl)-2-morpholin-4-ylchromen-4-one